(+)-4-(5-(2-(difluoromethyl)-3-ethoxy-4-methoxyphenyl)pyridin-3-yl)-1,2-oxaborol-2-ol FC(C1=C(C=CC(=C1OCC)OC)C=1C=C(C=NC1)C=1CB(OC1)O)F